(E)-4-methyl-3,5-dioxo-piperidine-1-carboxylic acid tert-butyl ester C(C)(C)(C)OC(=O)N1CC(C(C(C1)=O)C)=O